(3S,4S)-1-cyclohexyl-4-{[5-(2,4-difluoro-phenyl)-isoxazole-3-carbonyl]-amino}-piperidine-3-carboxylic acid ((R)-1-phenyl-ethyl)-amide C1(=CC=CC=C1)[C@@H](C)NC(=O)[C@H]1CN(CC[C@@H]1NC(=O)C1=NOC(=C1)C1=C(C=C(C=C1)F)F)C1CCCCC1